[C@]1(C[C@H](O)[C@@H](CO)O1)(N1C(=O)NC(=O)C(C)=C1)[3H] [3H1]thymidine